Benzene-d8 tert-butyl-3-[4-(3-chloro-2,4-difluoro-anilino)quinazolin-6-yl]azetidine-1-carboxylate C(C)(C)(C)OC(=O)N1CC(C1)C=1C=C2C(=NC=NC2=CC1)NC1=C(C(=C(C=C1)F)Cl)F.C1(C(C(C(C=C1)([2H])[2H])([2H])[2H])([2H])[2H])([2H])[2H]